(R)-1-(7-(8-bromo-3-hydroxynaphthalen-1-yl)-2-((1-((dimethylamino)methyl)cyclopropyl)methoxy)-5,6,7,8-tetrahydropyrido[3,4-d]pyrimidin-4-yl)-3-methylpiperidin-3-ol BrC=1C=CC=C2C=C(C=C(C12)N1CC=2N=C(N=C(C2CC1)N1C[C@@](CCC1)(O)C)OCC1(CC1)CN(C)C)O